N-((1r,3r)-3-(4-cyano-3-methoxyphenoxy)-2,2,4,4-tetramethylcyclobutyl)-2-(3-formylazetidin-1-yl)pyrimidine-5-carboxamide-6-d C(#N)C1=C(C=C(OC2C(C(C2(C)C)NC(=O)C=2C=NC(=NC2[2H])N2CC(C2)C=O)(C)C)C=C1)OC